Ethyl 3-((6-(4,5-dihydro-1H-benzo[d]azepin-3(2H)-yl)-2-(pyridin-2-yl)pyrimidin-4-yl)amino)propanoate C1CN(CCC2=C1C=CC=C2)C2=CC(=NC(=N2)C2=NC=CC=C2)NCCC(=O)OCC